FC=1C=C(C=CC1OC)S(/C=C/CNC(=O)C=1C(NC=2CCN(CC2C1)C(=O)OCCF)=O)(=O)=N 2-fluoroethyl 3-{[(2E)-3-[(3-fluoro-4-methoxyphenyl)(imino)oxo-λ6-sulfanyl]prop-2-en-1-yl]carbamoyl}-2-oxo-1,2,5,6,7,8-hexahydro-1,6-naphthyridine-6-carboxylate